6-((4-amino-2-butyl-7-isopropoxy-1H-imidazo[4,5-d]pyridazin-1-yl)methyl)nicotinonitrile NC1=C2C(=C(N=N1)OC(C)C)N(C(=N2)CCCC)CC2=NC=C(C#N)C=C2